(1-fluorocyclopropyl)methyl (2R,3S,5R)-2-((((1S,3S,6R)-6-(5-fluoropyrimidin-2-yl)bicyclo[4.1.0]heptan-3-yl)oxy)methyl)-5-methyl-3-(methylsulfonamido)pyrrolidine-1-carboxylate FC=1C=NC(=NC1)[C@]12CC[C@@H](C[C@@H]2C1)OC[C@@H]1N([C@@H](C[C@@H]1NS(=O)(=O)C)C)C(=O)OCC1(CC1)F